C(=O)(OC(C)(C)C)N[C@H](C(C1=CC=CC=C1)C1=CC=CC=C1)C(=O)O Boc-D-3,3-diphenylalanine